toluenesulfonic acid pyridine salt N1=CC=CC=C1.C(C1=CC=CC=C1)S(=O)(=O)O